(R)-5-(N-(1-(1-(naphthalen-1-yl)ethyl)piperidin-4-yl)methylsulfonamido)-4-oxo-N-(prop-2-yn-1-yl)pentanamide C1(=CC=CC2=CC=CC=C12)[C@@H](C)N1CCC(CC1)N(S(=O)(=O)C)CC(CCC(=O)NCC#C)=O